N-[2-[4-(hydroxymethyl)cyclohexyl]-5-(1-hydroxy-1-methyl-ethyl)-1,3-benzothiazol-6-yl]-2-(trifluoromethyl)pyrimidine-4-carboxamide OCC1CCC(CC1)C=1SC2=C(N1)C=C(C(=C2)NC(=O)C2=NC(=NC=C2)C(F)(F)F)C(C)(C)O